1-(2-(3-(ethoxymethyl)-1-(2-(6-methylpyridin-3-yl)propan-2-yl)pyrrolidin-3-yl)ethyl)-3-ethyl-5,6-difluoro-1,3-dihydro-2H-benzo[d]imidazol-2-one citrate C(CC(O)(C(=O)O)CC(=O)O)(=O)O.C(C)OCC1(CN(CC1)C(C)(C)C=1C=NC(=CC1)C)CCN1C(N(C2=C1C=C(C(=C2)F)F)CC)=O